CC1=C(C=CC=C1)C1=CC=C(C(=O)N2CC(CC23C(NCC3)=O)=O)C=C1 1-(4-(2-methylphenyl)benzoyl)-1,7-diazaspiro[4.4]nonane-3,6-dione